4-[4-[bis(4-fluorophenyl)methyl]-1-piperazinyl]-3-[[(phenylamino)thioxomethyl]amino]-benzamide FC1=CC=C(C=C1)C(N1CCN(CC1)C1=C(C=C(C(=O)N)C=C1)NC(=S)NC1=CC=CC=C1)C1=CC=C(C=C1)F